CN(C1CCN(CC1)C1=CC(=C(C=C1)NC=1N=C(C2=C(N1)NC=C2)NC2=C(C=CC=C2)S(=O)(=O)C(C)C)OC)C N2-(4-(4-(dimethylamino)piperidin-1-yl)-2-methoxyphenyl)-N4-(2-(isopropylsulfonyl)phenyl)-7H-pyrrolo[2,3-d]Pyrimidine-2,4-diamine